FC1=CC=C(C=N1)/C=C/C=O (E)-3-(6-fluoropyridin-3-yl)prop-2-enal